n-methyl-4-(trifluoromethoxy)aniline methyl-(Z)-4-hydroxy-3-(((3-hydroxypropyl)imino)methyl)benzoate COC(C1=CC(=C(C=C1)O)\C=N/CCCO)=O.CNC1=CC=C(C=C1)OC(F)(F)F